[K].[Fe] Iron-potassium salt